ClC1=C(SC(=C1)S(=O)(=O)N)Cl dichlorothiophene-5-sulfonamide